COC([C@@H]([C@H](C)C1=CC=C(C=C1)Br)C)=O (3S,2R)-3-(4-bromophenyl)-2-methylbutyric acid methyl ester